2-Hydroxyethyl acrylate C(C=C)(=O)OCCO